2-[3-Fluoro-4-(1-methyl-4-pyridin-4-yl-1H-pyrazol-3-yl)-phenoxymethyl]-1-methyl-1H-benzoimidazole FC=1C=C(OCC2=NC3=C(N2C)C=CC=C3)C=CC1C1=NN(C=C1C1=CC=NC=C1)C